C1NC[C@H]2C1=CCC2 (3aR,4S,6aS)-hexahydrocyclopenta[c]pyrrol